C[C@H]1N(CCOC1)C1=NC2=C(N=CC=C2C(=C1)C1=CC=NN1)C1=CC=NN1 2-[(3R)-3-methylmorpholin-4-yl]-4,8-di(1H-pyrazol-5-yl)-1,7-naphthyridine